5-(4-amino-2-fluorophenyl)-7-(tetrahydrofuran-3-yl)-7H-pyrrolo[2,3-d]pyrimidin-4-amine NC1=CC(=C(C=C1)C1=CN(C=2N=CN=C(C21)N)C2COCC2)F